N1=C(C=CC=C1)C=1C=NC(=CC1)C(=O)N [2,3'-bipyridine]-6'-carboxamide